2-{3-[(3S)-3-cyclopropylpiperazin-1-yl]-1,2,4-triazin-6-yl}-5-(1-methyl-1H-[1,2,3]triazolo[4,5-b]pyridin-5-yl)phenol C1(CC1)[C@H]1CN(CCN1)C=1N=NC(=CN1)C1=C(C=C(C=C1)C1=CC=C2C(=N1)N=NN2C)O